FC1=C(CNC2=NN=C3N2C(=CC=C3)C)C=CC(=C1)C1=C3C(=NC=C1)NC(=N3)C=3C=NN(C3)C N-(2-fluoro-4-(2-(1-methyl-1H-pyrazol-4-yl)-3H-imidazo[4,5-b]pyridin-7-yl)benzyl)-5-methyl[1,2,4]triazolo[4,3-a]pyridin-3-amine